N-(2-ethoxycarbonyl)phenyl-N'-(3-(octahydro-2H-quinolizin-2-yl)-1H-indol-5-yl)urea CCOC(=O)N(C(=O)NC=1C=C2C(=CNC2=CC1)C1CC2CCCCN2CC1)C1=CC=CC=C1